CC1=C(C=CC(=C1)N1CCC(CC1)C(F)(F)F)NC1=CC2=C(NC(O2)=O)C=C1 6-((2-methyl-4-(4-(trifluoromethyl)piperidin-1-yl)phenyl)amino)benzo[d]oxazol-2(3H)-one